NC=1SC2=C(N1)C(=CC=C2F)C2=C(C=C1C(=NC(=NC1=C2F)OCC2(N(CCC2)C)CC#N)N2CC1CCC(C2)N1)C(F)(F)F 2-(2-(((7-(2-amino-7-fluorobenzo[d]thiazol-4-yl)-4-(3,8-diazabicyclo[3.2.1]octan-3-yl)-8-fluoro-6-(trifluoromethyl)quinazolin-2-yl)oxy)methyl)-1-methylpyrrolidin-2-yl)acetonitrile